(3R,6R,8R,9R,10R)-9-(((2S,3R,4S,6R)-4-(dimethylamino)-3-hydroxy-6-methyltetrahydro-2H-pyran-2-yl)oxy)-8-methoxy-4,6,8,10,12,12-hexamethyl-3-phenyl-1-oxa-4-azacyclotridecane-11,13-dione CN([C@@H]1[C@H]([C@@H](O[C@@H](C1)C)O[C@H]1[C@](C[C@H](CN([C@@H](COC(C(C([C@@H]1C)=O)(C)C)=O)C1=CC=CC=C1)C)C)(C)OC)O)C